ClC1=CC=C(C=C1)NC(N(CCN1CCOCC1)C1=CC=C(C=C1)NC(CNC1CCCC1)=O)=O N-(4-{3-(4-chlorophenyl)-1-[2-(4-morpholinyl)ethyl]ureido}phenyl)-2-(cyclopentylamino)acetamide